C(C)(C)(C)OC(=O)N1C[C@H](CC=C1C1=CC(=CC=C1)OC[C@H](C)N(C)C)C.ClC1=NC(=CN=C1)SCCC 2-chloro-6-(propylsulfanyl)pyrazine (S)-tert-butyl-6-(3-((S)-2-(dimethylamino)propoxy)phenyl)-3-methyl-3,4-dihydropyridine-1(2H)-carboxylate